FC1=C(C(=C(CNCC)C=C1)C)C=1C=C2C(=CN1)NN=C2C=2C=NN(C2)C (4-fluoro-2-methyl-3-(3-(1-methyl-1H-pyrazol-4-yl)-1H-pyrazolo[3,4-c]pyridin-5-yl)benzyl)ethylamine